2-amino-1,3-octadecanediol NC(CO)C(CCCCCCCCCCCCCCC)O